(R)-5-(methylcarbamoyl)-6-oxo-1-(1-phenylethyl)-1,6-dihydropyridine-3-carboxylic acid methyl ester COC(=O)C1=CN(C(C(=C1)C(NC)=O)=O)[C@H](C)C1=CC=CC=C1